N[C@H]1[C@@H]2N(C[C@H]1CC2)C(=O)C2=CC1=C(N(C(=N1)C1=CC=3C=CC=4C=CNC4C3N1CC1CCC1)C)C(=C2)F ((1R,4R,7R)-7-amino-2-azabicyclo[2.2.1]hept-2-yl)(2-(1-(cyclobutylmethyl)-1,8-dihydropyrrolo[3,2-g]indol-2-yl)-7-fluoro-1-methyl-1H-benzo[d]imidazol-5-yl)methanone